C(C)(=O)N1CCC2(C[C@H]2NC(=O)NC2=NC=C(C(=C2)C2=C3N(N=C2)CC(C3)(C)C)Cl)CC1 (R)-1-(6-acetyl-6-azaspiro[2.5]oct-1-yl)-3-(5-chloro-4-(5,5-dimethyl-5,6-dihydro-4H-pyrrolo[1,2-b]pyrazol-3-yl)pyridin-2-yl)urea